4-cyclopropylpyrrolidine-1,2-dicarboxylate C1(CC1)C1CC(N(C1)C(=O)[O-])C(=O)[O-]